[Co+3].[Li+] Lithium cobalt (III)